4-[3-[(3R,9aS)-3-(3-Chloro-4-fluorophenyl)-3,4,6,7,9,9a-hexahydro-1H-pyrazino[2,1-c][1,4]oxazin-8-carbonyl]-2-chlorophenyl]piperazin-2-on ClC=1C=C(C=CC1F)[C@@H]1CN2[C@H](CO1)CN(CC2)C(=O)C=2C(=C(C=CC2)N2CC(NCC2)=O)Cl